CC/C=C\\C[C@H](/C=C/C=C\\C=C\\C=C\\C(C(CCCC(=O)O)O)O)O The molecule is a member of the class of lipoxins that is (7E,9E,11Z,13E,17Z)-icosapentaenoic acid carrying three hydroxy substituents at positions 5, 6, and 15R. It is a lipoxin, a hydroxy fatty acid and a long-chain fatty acid. It is a conjugate acid of a (7E,9E,11Z,13E,15R,17Z)-5,6,15-trihydroxyicosapentaenoate.